9-difluoromethyl-xanthene FC(C1C2=CC=CC=C2OC=2C=CC=CC12)F